6-(7-azabicyclo[2.2.1]heptane-7-yl)-4-(hydroxymethyl)-2,3-dihydro-1H-pyrrolo[3,4-c]pyridin-1-one C12CCC(CC1)N2C2=CC1=C(C(=N2)CO)CNC1=O